2-(4-(6-(5-fluoro-6-methoxypyridin-3-yl)-4-methylquinazolin-8-yl)phenoxy)ethan-1-ol FC=1C=C(C=NC1OC)C=1C=C2C(=NC=NC2=C(C1)C1=CC=C(OCCO)C=C1)C